C1(=C(C=CC=C1)N1C2=CC=CC=C2C=2C=C(C=CC12)Br)C1=CC=CC=C1 9-[1,1'-Biphenyl]-2-yl-3-bromo-9H-carbazole